FC=1C=C(C=CC1B1OC(C(O1)(C)C)(C)C)NC(=O)N1C[C@@H](CC1)O (R)-N-(3-fluoro-4-(4,4,5,5-tetramethyl-1,3,2-dioxaborolan-2-yl)phenyl)-3-hydroxypyrrolidine-1-carboxamide